NC1CCN(CC1)C1=CN=C(C(=N1)C1=CC(=C(C#N)C=C1)F)C=1C=C2C=NN(C2=CC1)C 4-[6-(4-aminopiperidin-1-yl)-3-(1-methyl-1H-indazol-5-yl)pyrazin-2-yl]-2-fluorobenzonitrile